5-(((R)-1-((1-(2-(4-(1,2-bis(4-hydroxyphenyl)but-1-en-1-yl)phenoxy)ethyl)piperidin-4-yl)methyl)piperidin-3-yl)amino)-2-(2,6-dioxopiperidin-3-yl)isoindoline-1,3-dione OC1=CC=C(C=C1)C(=C(CC)C1=CC=C(C=C1)O)C1=CC=C(OCCN2CCC(CC2)CN2C[C@@H](CCC2)NC=2C=C3C(N(C(C3=CC2)=O)C2C(NC(CC2)=O)=O)=O)C=C1